2-n-heptyl-Imidazole C(CCCCCC)C=1NC=CN1